FC1=C(C(=CC=C1)F)C1=NN2C(OC[C@H](C2)CO)=C1C(=O)N[C@@H]1C(NC2=C(C(=N1)C1=CC=CC=C1)C=CC=C2F)=O |o1:14| (6R*)-2-(2,6-Difluorophenyl)-N-[(3S)-9-fluoro-2-oxo-5-phenyl-1,3-dihydro-1,4-benzodiazepin-3-yl]-6-(hydroxymethyl)-6,7-dihydro-5H-pyrazolo[5,1-b][1,3]oxazine-3-carboxamide